NC1=NC=NN2C1=C(N=C2C2CCC(CC2)CO)C2=CC=C(CNC(C1=C(C=CC(=C1)F)OC)=O)C=C2 N-(4-(4-amino-7-((1r,4r)-4-(hydroxymethyl)cyclohexyl)imidazo[5,1-f][1,2,4]triazin-5-yl)benzyl)-5-fluoro-2-methoxybenzamide